C(C)OP(=O)(OCC)CCC=1C=C(CC=2C=C(C=C(C2)CCP(OC)(OC)=O)CCP(OC)(OC)=O)C=C(C1)CO tetramethyl ((5-(3-(2-(diethoxyphosphoryl)ethyl)-5-(hydroxymethyl)benzyl)-1,3-phenylene)bis(ethane-2,1-diyl))bis(phosphonate)